N1=CC(=CC=C1)CNC1=NC(=NC=C1C(=O)N)NC1=CC2=C(OCC(CN2)O)C=C1 4-((pyridin-3-ylmethyl)amino)-2-((3-hydroxy-2,3,4,5-tetrahydro-benzo[b][1,4]oxazepin-7-yl)amino)pyrimidine-5-carboxamide